3,3'-diethyl-4,4'-biphenol C(C)C=1C=C(C=CC1C1=C(C=C(C=C1)O)CC)O